(1-(2-(benzyloxy)ethoxy)ethyl)-1H-pyrazole C(C1=CC=CC=C1)OCCOC(C)N1N=CC=C1